C(#N)CC(=O)N1C[C@@H]([C@@H](CC1)C)N(C=1C2=C(N=CN1)N(C=C2)C(=O)NC2=C(C=CC=C2)NC(OCC2=CC=C(C=C2)B2OC(C(O2)(C)C)(C)C)=O)C 4-(4,4,5,5-tetramethyl-1,3,2-dioxaborolan-2-yl)benzyl (2-(4-(((3R,4R)-1-(2-cyanoacetyl)-4-methylpiperidin-3-yl)(methyl)amino)-7H-pyrrolo[2,3-d]pyrimidine-7-carboxamido)phenyl)carbamate